CC1(CCC(CC1)C1=CC=C(C=C1)NC1CCC(CC1)CC(=O)O)C 2-(4-((4-(4,4-dimethylcyclohexyl)phenyl)amino)cyclohexyl)acetic acid